C(#C)C=1C(NC(N([C@H]2C[C@H](O)[C@@H](CO)O2)C1)=O)=O C5-ethynyl-2'-deoxyuridine